P-(1-amino-9,10-dihydro-9,10-dioxo-2-anthracenyl)-phosphonic acid NC1=C(C=CC=2C(C3=CC=CC=C3C(C12)=O)=O)P(O)(O)=O